C1(=CC=CC=C1)NC1=C(C#N)C=CC(=C1)C(F)(F)F 2-(phenylamino)-4-(trifluoromethyl)benzonitrile